butyl cinnamate C(C=CC1=CC=CC=C1)(=O)OCCCC